C[C@H]1COC[C@H](O1)COC1=CC=C(C=C1)C=1C=C(C(NC1C(F)(F)F)=O)C(=O)N 5-(4-(((2S,6s)-6-methyl-1,4-dioxan-2-yl)methoxy)phenyl)-2-oxo-6-(trifluoromethyl)-1,2-dihydropyridine-3-carboxamide